C(C)N1N=C(C(=C1)C1=C(C=CC=C1)[C@H]1C2=C(CN(C1)C(\C=C\CCNC)=O)SC(=C2)C#N)C(F)(F)F (S,E)-4-(2-(1-ethyl-3-(trifluoromethyl)-1H-pyrazol-4-yl)phenyl)-6-(5-(methylamino)pent-2-enoyl)-4,5,6,7-tetrahydrothieno[2,3-c]pyridine-2-carbonitrile